(2S)-1-(benzyloxy)-1-oxo-3-[4-(trifluoromethoxy)phenyl]propan-2-yl (2S)-2-[[(tert-butoxy)carbonyl](methyl)amino]-4-fluoro-4-methylpentanoate C(C)(C)(C)OC(=O)N([C@H](C(=O)O[C@H](C(=O)OCC1=CC=CC=C1)CC1=CC=C(C=C1)OC(F)(F)F)CC(C)(C)F)C